3-hydroxy-4,4-dimethyl-N-((S)-1-(3-(trifluoromethoxy)phenyl)ethyl)pentanamide methyl-2-bromo-4-methoxypyridine-3-carboxylate COC(=O)C=1C(=NC=CC1OC)Br.OC(CC(=O)N[C@@H](C)C1=CC(=CC=C1)OC(F)(F)F)C(C)(C)C